C(C)(C)(C)C(CCCO)O tert-butyl-butane-1,4-diol